COC1=CC(=C2CC(C(C2=C1C)=O)C)C 6-methoxy-2,4,7-trimethyl-2,3-dihydro-1H-inden-1-one